diethyl ((5-amino-3-bromobenzo[b]thiophen-2-yl)difluoromethyl)phosphonate NC1=CC2=C(SC(=C2Br)C(F)(F)P(OCC)(OCC)=O)C=C1